AMINO-CYCLOPROPYL-ACETIC ACID NC(C(=O)O)C1CC1